ClC=1C=CC(=C(OC2=CC=C(C=C2)C2CCCN3C2=NS(CC3)(=O)=O)C1)C 9-[4-(5-chloro-2-methylphenoxy)phenyl]-3,4,6,7,8,9-hexahydropyrido[2,1-c][1,2,4]thiadiazine 2,2-dioxide